C(C)(C)C=1C(=NNC1C=1C=C(C=2N(C1)N=CN2)OC)C(=O)NC2CCN(CC2)C 4-isopropyl-5-(8-methoxy-[1,2,4]triazolo[1,5-a]pyridin-6-yl)-N-(1-methylpiperidin-4-yl)-1H-pyrazole-3-carboxamide